Methyl 8-(((S)-1-((2S,4R)-4-hydroxy-2-((4-(4-methylthiazol-5-yl) benzyl) carbamoyl) pyrrolidin-1-yl)-3,3-dimethyl-1-oxobutan-2-yl)amino)-8-oxooctanoate O[C@@H]1C[C@H](N(C1)C([C@H](C(C)(C)C)NC(CCCCCCC(=O)OC)=O)=O)C(NCC1=CC=C(C=C1)C1=C(N=CS1)C)=O